C1(CC1)C([C@@H](C=1OC2=C(N1)C=C(C=C2)CN2C(N[C@@H](C2)C(F)(F)F)=O)NC([C@H](C)C2=CC=CC=C2)=O)C2CC2 (R)-N-((S)-2,2-dicyclopropyl-1-(5-(((S)-2-oxo-4-(trifluoromethyl)imidazolidin-1-yl)methyl)benzo[d]oxazol-2-yl)ethyl)-2-phenylpropanamide